tert-Butyl 6,7-dichloro-9-(cyanomethoxy)-10-(1-(tetrahydro-2H-pyran-2-yl)-1H-pyrazol-4-yl)-3,4-dihydropyrazino[1,2-a]indole-2(1H)-carboxylate ClC1=C(C=C(C=2C(=C3N(C12)CCN(C3)C(=O)OC(C)(C)C)C=3C=NN(C3)C3OCCCC3)OCC#N)Cl